BrC1=C(C=CC(=C1)SC(F)(F)F)NC=O N-(2-bromo-4-((trifluoromethyl)thio)phenyl)carboxamide